C12CSCC(N1C=1SC3=C(N1)C=CC(=C3C(=O)N[C@@H]3[C@H]1CC[C@@H]([C@@H]3C(NC3=CC(=C(C=C3)F)C(F)(F)F)=O)C1)OC)C2 2-(3-Thia-6-azabicyclo[3.1.1]heptan-6-yl)-N-((1S,2R,3S,4R)-3-((4-fluoro-3-(trifluoromethyl)phenyl)carbamoyl)bicyclo[2.2.1]heptan-2-yl)-6-methoxybenzo[d]thiazole-7-carboxamide